1-(tetrahydro-2H-pyran-2-yl)-4-(1-(tetrahydro-2H-pyran-2-yl)-1H-pyrazol-5-yl)-1H-benzo[d]imidazole-6-amine O1C(CCCC1)N1C=NC2=C1C=C(C=C2C2=CC=NN2C2OCCCC2)N